CN(CCCN1C=NC2=C1C=CC(=C2)C#CC=2C=C(C(=O)NC1=NC=CC(=C1)C(F)(F)F)C=CC2C)C 3-((1-(3-(dimethylamino)propyl)-1H-benzo[d]imidazol-5-yl)ethynyl)-4-methyl-N-(4-(trifluoromethyl)pyridin-2-yl)benzamide